FC(C1=C(N)C(=C(C(=C1)C(F)(F)F)C(F)(F)F)C(F)(F)F)(F)F 2,4,5,6-tetrakis(trifluoromethyl)aniline